FC=1C=C2C(=NNC2=CC1OCCOC)C1=CC(=NO1)C1=CC=C(C=C1)N1S(CCC1)(=O)=O 2-(4-{5-[5-fluoro-6-(2-methoxyethoxy)-1H-indazol-3-yl]-1,2-oxazol-3-yl}phenyl)-1lambda6,2-thiazolidine-1,1-dione